ClC=1C=C(C=CC1)C(COC(=O)N[C@H](C(=O)N[C@H](C(=O)OC)C[C@H]1C(NCC1)=O)CC(C)C)(C)C methyl (S)-2-((S)-2-(((2-(3-chlorophenyl)-2-methylpropoxy) carbonyl) amino)-4-methylpentanamido)-3-((S)-2-oxopyrrolidin-3-yl)propanoate